C(C)OC1=C(OCC2CN(CCO2)C(=O)[O-])C=CC=C1 2-((2-ethoxyphenoxy)methyl)morpholine-4-carboxylate